FC1=C(C=C(C=C1)C(C#N)O)OC1=CC=CC=C1 4-fluoro-alpha-hydroxy-3-phenoxy-phenyl-acetonitrile